[S-2].[S-2].[Ta+4] Tantalum disulphide